C(C)(C)(C)OC(=O)N[C@@H](CC(=O)OCC1=CC=CC=C1)CC(=O)N[C@H](C(=O)NCC1=CC=CC2=CC=CC=C12)C benzyl (R)-3-((tert-Butoxycarbonyl) amino)-5-(((S)-1-((naphthalen-1-ylmethyl) amino)-1-oxopropan-2-yl) amino)-5-oxopentanoate